(S)-1'-(6-amino-5-((2-amino-3-chloropyridine-4-yl)thio)-3-fluoropyrazine-2-yl)-1,3-dihydrospiro[indene-2,4'-piperidine]-1-amine NC1=C(N=C(C(=N1)N1CCC2(CC1)[C@@H](C1=CC=CC=C1C2)N)F)SC2=C(C(=NC=C2)N)Cl